BrC1=CC=C(C=C1)N(CCN1CCC(CC1)O)C 1-(2-((4-Bromophenyl)(methyl)amino)ethyl)piperidin-4-ol